benzyl-tripropyl-phosphine C(C1=CC=CC=C1)CCCP(CCC)CCC